6-(Benzo[d][1,3]dioxol-5-yl)-N4-(benzo[d][1,3]dioxol-5-ylmethyl)pyrimidine-2,4-diamine O1COC2=C1C=CC(=C2)C2=CC(=NC(=N2)N)NCC2=CC1=C(OCO1)C=C2